N-(4-((3-chloro-4-fluorophenyl)amino)-7-(3-(4-(3-((2-(2,6-dioxopiperidin-3-yl)-1,3-dioxoisoindolin-4-yl)amino)propanoyl)piperazin-1-yl)propoxy)quinazolin-6-yl)acrylamide ClC=1C=C(C=CC1F)NC1=NC=NC2=CC(=C(C=C12)NC(C=C)=O)OCCCN1CCN(CC1)C(CCNC1=C2C(N(C(C2=CC=C1)=O)C1C(NC(CC1)=O)=O)=O)=O